C(C)OCOC1=C(C(=CC(=C1)C(F)(F)F)C)C1=CC=C(N=N1)C(=O)OC methyl 6-[2-(ethoxymethoxy)-6-methyl-4-(trifluoromethyl)phenyl]pyridazine-3-carboxylate